3beta,5alpha,9alpha-trihydroxycholesta-7,14-dien-6-one O[C@@H]1C[C@@]2(C(C=C3C4=CC[C@H]([C@@H](CCCC(C)C)C)[C@]4(CC[C@@]3([C@]2(CC1)C)O)C)=O)O